CCCCCCCCCCCCCCCCCC(=O)OC[C@H](COP(=O)(O)OC[C@@H](C(=O)O)N)OC(=O)CCC/C=C\C/C=C\C/C=C\C/C=C\CCCCC 1-octadecanoyl-2-(5Z,8Z,11Z,14Z-eicosatetraenoyl)-sn-glycero-3-phosphoserine